BrC=1C(=CC2=CN(N=C2C1)CC(C)(O)C)[N+](=O)[O-] 1-(6-bromo-5-nitro-2H-indazole-2-yl)-2-methylpropan-2-ol